F[C@@H]1[C@@](O)(O[C@@H]([C@]1(O)C(C1=CC=CC=C1)=O)C(O)C(C1=CC=CC=C1)=O)C(C1=CC=CC=C1)=O 2-deoxy-2-fluoro-1,3,5-tribenzoyl-alpha-D-arabinofuranose